C1(=C(C(=CC=C1)C)C)OC1=C(C=CC=C1)O xyloxyphenol